COCC1=NN2C(N=CC=C2C(=O)N[C@@H]2C[C@H](C2)C)=C1C(=O)N 2-(methoxymethyl)-N7-(trans-3-methylcyclobutyl)pyrazolo[1,5-a]pyrimidine-3,7-dicarboxamide